(R)-N-((6-(3,3-difluoroazetidin-1-yl)pyridazin-3-yl)methyl)-1-(pyrimidin-2-yl)ethan-1-amine FC1(CN(C1)C1=CC=C(N=N1)CN[C@H](C)C1=NC=CC=N1)F